COC1=C(C=C(C=C1)N(C1=NC(=NC2=CC=CC=C12)C)C)CC(=O)N 2-(2-methoxy-5-(methyl-(2-methylquinazolin-4-yl)amino)phenyl)acetamide